bis[3-(3,5-di-t-butyl-4-hydroxyphenyl)propionyl]hydrazine C(C)(C)(C)C=1C=C(C=C(C1O)C(C)(C)C)CCC(=O)NNC(CCC1=CC(=C(C(=C1)C(C)(C)C)O)C(C)(C)C)=O